2-bromo-1-(3,4-dihydro-2H-1,4-benzoxazin-6-yl)ethan-1-one HBr Br.BrCC(=O)C=1C=CC2=C(NCCO2)C1